2-((4-fluorobenzyl)oxy)-1-naphthaleneethanol FC1=CC=C(COC2=C(C3=CC=CC=C3C=C2)CCO)C=C1